COC[C@H]1CC2(OCCO2)CCN1C(=O)OC(C)(C)C tert-butyl (7R)-7-(methoxymethyl)-1,4-dioxa-8-azaspiro[4.5]decane-8-carboxylate